5-(tert-butyl)1-ethyl-difluoropentane Tert-butyl-(S)-4-((9-benzyl-3,9-diazaspiro[5.5]undecan-3-yl)methyl)-3,3-difluoropiperidine-1-carboxylate C(C)(C)(C)OC(=O)N1CC([C@@H](CC1)CN1CCC2(CC1)CCN(CC2)CC2=CC=CC=C2)(F)F.C(C)(C)(C)CCCCC(CC)(F)F